Cl.C(C)N=C=NCCCN(C)C 1-Ethyl-3-(3-dimethylaminopropyl)-carbodiimid-hydrochloride